pyrrolomorpholine O1CCNC2=C1C=CN2